ClC(OC1=CC=C(C=C1)NC(=O)C1=CC2=C(N(C=N2)C2CC2)C(=C1)C1=C(C=NN1CC1=CC=C(C=C1)OC)F)(F)F N-(4-(chlorodifluoromethoxy)phenyl)-1-cyclopropyl-7-(4-fluoro-1-(4-methoxybenzyl)-1H-pyrazol-5-yl)-1H-benzo[d]Imidazole-5-carboxamide